1-methyl-2-hydroxyethyl methacrylate C(C(=C)C)(=O)OC(CO)C